(S)-3-amino-4-(2-thienyl)-butanoic acid N[C@@H](CC(=O)O)CC=1SC=CC1